methyl-selenoacetaldehyde CCC=[Se]